C(#N)NC(C1=C(C=CC=C1)N1N=CC(=C1)C1=CN(C(C=C1C1=CC(N(C=C1)C)=O)=O)C)=O N-cyano-2-(4-(1,1'-dimethyl-2',6-dioxo-1,1',2',6-tetrahydro-[4,4'-bipyridin]-3-yl)-1H-pyrazol-1-yl)benzamide